OC(C#CC1=C2C=NNC2=C(C=C1)C(=O)O)(C)C 4-(3-hydroxy-3-methylbutane-1-yn-1-yl)-1H-indazole-7-carboxylic acid